1-(2-((tert-butoxycarbonyl)amino)ethyl)-1H-pyrazole-4-carboxylic acid C(C)(C)(C)OC(=O)NCCN1N=CC(=C1)C(=O)O